O1CC(C1)N1C2=C(OCC1)C=C(C=C2)NC(=O)[C@H]2CN(CC2)C(=O)OCC2=CC=CC=C2 (R)-benzyl 3-((4-(oxetan-3-yl)-3,4-dihydro-2H-benzo[b][1,4]oxazin-7-yl)carbamoyl)pyrrolidine-1-carboxylate